N1=CC=C(C=C1)CCC#N 4-Pyridinpropanenitril